C1(CC1)COC(=O)N1N=C(C2=CC(=CC=C12)C1=C(C=CC(=C1)C#N)Cl)NC(=O)[C@H]1CN(CCC1)C(=O)OC(C)(C)C 3-({[(3R)-1-(tert-butoxycarbonyl)piperidin-3-yl]carbonyl}amino)-5-(2-chloro-5-cyanophenyl)-1H-indazole-1-carboxylic acid cyclopropylmethyl ester